[Cl-].C(CCCCCCCCC)[N+]1=CC=C(C=C1)CC 1-Decyl-4-ethylpyridinium chlorid